CN1N=NC2=C1C=C(C=C2)C=2C=CN1N=C(N=CC12)NC1CC2(CN(C2)C)C1 5-(1-methyl-1H-benzo[d][1,2,3]triazol-6-yl)-N-(2-methyl-2-azaspiro[3.3]heptan-6-yl)pyrrolo[2,1-f][1,2,4]triazin-2-amine